ClC=1C=C(OC2CCC(CC2)C(=O)O)C=CC1C=1N(C2=NC=NC(=C2N1)OC1(CC1)C)CC1=C(C=CC(=C1)Cl)F (1r,4r)-4-(3-chloro-4-(9-(5-chloro-2-fluorobenzyl)-6-(1-methylcyclopropoxy)-9H-purin-8-yl)phenoxy)cyclohexane-1-carboxylic acid